6-[4-(dimethylamino)-5,6-difluoro-8-(methylamino)-9H-pyrido[2,3-b]indol-3-yl]-1-[2-(4-methylpiperazin-1-yl)ethyl]-4-oxo-1,8-naphthyridine-3-carboxylic acid CN(C1=C(C=NC=2NC3=C(C=C(C(=C3C21)F)F)NC)C=2C=C1C(C(=CN(C1=NC2)CCN2CCN(CC2)C)C(=O)O)=O)C